1,6-dimethyl-2,3-dihydro-1H-pyrido[2,3-b][1,4]oxazine-7-sulfonyl chloride CN1C2=C(OCC1)N=C(C(=C2)S(=O)(=O)Cl)C